2-(1-(3-((2-methoxyethoxy)methyl)pyridin-2-yl)ethylidene)-N,N-dimethylhydrazine-1-carbothioamide COCCOCC=1C(=NC=CC1)C(C)=NNC(N(C)C)=S